BrC1=C(OC2=CC(=C(C=C2)O)C(=C)C)C(=CC(=C1)[N+](=O)[O-])Br 4-(2,6-Dibromo-4-nitrophenoxy)-2-(isopropenyl)phenol